(4-Aminophenyl)(7-ethylimidazo[1,2-a]pyridin-3-yl)methanone NC1=CC=C(C=C1)C(=O)C1=CN=C2N1C=CC(=C2)CC